FC(CNC1CCC(CC1)NC(=O)C=1N=C(C=C2C1SC=C2)N2C=NC=C2)(C)F N-((1r,4r)-4-((2,2-difluoropropyl)amino)cyclohexyl)-5-(1H-imidazol-1-yl)thieno[2,3-c]pyridine-7-carboxamide